C(=O)(OC(C)(C)C)N(O)C(=O)OC(C)(C)C Bis-Bochydroxylamine